N1C(CCCC1)C=1C=C2N=C(C(=NC2=CC1)CCCCCCCCCCCCCCCCCC(=O)N)CCCCCCCCCCCCCCCCCC(=O)O 6-(Piperidin-2-yl)quinoxalinedistearic acid amide